CN1C(=O)C=C(S1)Cl The molecule is a 1,2-thiazole that is 4-isothiazolin-3-one bearing a methyl group on the nitrogen atom and a chlorine at C-5. It is a powerful biocide and preservative and is the major active ingredient in the commercial product Kathon(TM). It has a role as an antimicrobial agent, a xenobiotic and an environmental contaminant. It is a member of 1,2-thiazoles and an organochlorine compound. It derives from a methylisothiazolinone.